ethyl 2-(3-amino-2,6-difluorophenyl)imidazo[1,5-b]pyridazine-5-carboxylate NC=1C(=C(C(=CC1)F)C=1C=CC=2N(N1)C=NC2C(=O)OCC)F